OC1=C(C(=C(C=2OC3=CC=C(C=C3C(C12)=O)O)C=CC(C)=C)O)C=CC(C)=C 1,3,7-trihydroxy-2,4-diisoprenylxanthone